N-(2-methoxypyridin-4-yl)-1-(1-oxo-1,2-dihydroisoquinolin-5-yl)-5-(trifluoromethyl)-1H-pyrazole-4-carboxamide COC1=NC=CC(=C1)NC(=O)C=1C=NN(C1C(F)(F)F)C1=C2C=CNC(C2=CC=C1)=O